3'-Ethoxy-4'-(7-oxo-6,7-dihydro-3H-[1,2,3]triazolo[4,5-d]pyrimidin-5-yl)-[1,1'-biphenyl]-4-sulfonamide C(C)OC=1C=C(C=CC1C=1NC(C2=C(N1)NN=N2)=O)C2=CC=C(C=C2)S(=O)(=O)N